C(C(=C)C)(=O)OCCOCCOCCOCCO tetraethyleneglycol monomethacrylate